BrC1=CC=2N(C3=CC=CC=C3C2C=C1)C1=CC2=CC=CC=C2C=C1 2-bromo-9-(naphthalen-2-yl)-9H-carbazole